bis[4-(dimethylamino)phenyl]-[4-(N-methylanilino)naphthalene-1-yl]methanol CN(C1=CC=C(C=C1)C(O)(C1=CC=C(C2=CC=CC=C12)N(C1=CC=CC=C1)C)C1=CC=C(C=C1)N(C)C)C